2-(3-acetyl-5-(pyrimidin-5-yl)-1H-indol-1-yl)-N-(2-((3-chloro-2-fluorophenylmethyl)amino)-2-oxoethyl)-N-isopropylacetamide C(C)(=O)C1=CN(C2=CC=C(C=C12)C=1C=NC=NC1)CC(=O)N(C(C)C)CC(=O)NCC1=C(C(=CC=C1)Cl)F